4-(4-pentylcyclohexyl)phenol C(CCCC)C1CCC(CC1)C1=CC=C(C=C1)O